2-methyl-6-(tetrahydrofuran-3-yl)-7,8-dihydro-6H-pyrrolo[2,3-g]quinazolin-4-yl 2,4,6-triisopropylbenzenesulfonate C(C)(C)C1=C(C(=CC(=C1)C(C)C)C(C)C)S(=O)(=O)OC1=NC(=NC2=CC3=C(C=C12)N(CC3)C3COCC3)C